1-ethyl-N-[(3S)-9-fluoro-2-oxo-5-phenyl-1,3-dihydro-1,4-benzodiazepine-3-Yl]-5-[3-fluoro-5-(prop-2-ylamino)pyridin-2-yl]pyrazole-4-carboxamide C(C)N1N=CC(=C1C1=NC=C(C=C1F)NC(C)C)C(=O)N[C@@H]1C(NC2=C(C(=N1)C1=CC=CC=C1)C=CC=C2F)=O